propionic acid 2,5-dioxo-pyrrolidin-1-yl ester O=C1N(C(CC1)=O)OC(CC)=O